ClC1=C(C=CC=C1)C=1OCC(N1)N1N=CC=C1 2-(2-chlorophenyl)-4-(1H-pyrazol-1-yl)-4,5-dihydro-oxazole